N-[(dimethylamino)-1H-1,2,3-triazolo-[4,5-b]Pyridin-1-ylmethylene]-N-methylmethylaminium hexafluorophosphate F[P-](F)(F)(F)(F)F.CN(C)C(=[N+](C)C)N1N=NC2=NC=CC=C21